NC1(CN(CCC1)C1=C(C=C(C=C1)C1=CC(=CC=C1)F)CN1C=NC=2C(=NC=C(C21)OC)N)C(=O)NC 3-amino-1-(3-((4-amino-7-methoxy-1H-imidazo[4,5-c]pyridin-1-yl)methyl)-3'-fluoro-[1,1'-biphenyl]-4-yl)-N-methylpiperidine-3-carboxamide